2,2'-bibicyclo[2.2.1]heptan-5-ene C12C(CC(C=C1)C2)C2C1CCC(C2)C1